L-Argininamide diHCl Cl.Cl.N[C@@H](CCCNC(N)=N)C(=O)N